C(=O)C1CCC(CC1)C1=NN=C(S1)C=1C(=CC=NC1)NC 5-(5-((1r,4r)-4-formylcyclohexyl)-1,3,4-thiadiazol-2-yl)-4-(methylamino)pyridine